tert-butyl ((3S)-1-(3-(4-(2-(2,6-dioxopiperidin-3-yl)-1-oxoisoindolin-5-yl)piperazin-1-yl)propanoyl)pyrrolidin-3-yl)carbamate O=C1NC(CCC1N1C(C2=CC=C(C=C2C1)N1CCN(CC1)CCC(=O)N1C[C@H](CC1)NC(OC(C)(C)C)=O)=O)=O